(S)-3-(8-(1-amino-1,3-dihydrospiro[indene-2,4'-piperidin]-1'-yl)imidazo[1,5-a]pyrazin-3-yl)-2-chlorobenzonitrile N[C@@H]1C2=CC=CC=C2CC12CCN(CC2)C=2C=1N(C=CN2)C(=NC1)C=1C(=C(C#N)C=CC1)Cl